ClC=1C(=CC=C2C(=NNC12)F)B1OC(C(O1)(C)C)(C)C 7-chloro-3-fluoro-6-(4,4,5,5-tetramethyl-1,3,2-dioxaborolan-2-yl)-1H-indazole